C1(=CC=CC=C1)S(=O)(=O)C1C[C@@H]2[C@@H](CN(C2)C(=O)OCC2=CC=CC=C2)C1 (3aR,5s,6aS)-benzyl 5-(phenylsulfonyl)hexahydrocyclopenta[c]pyrrole-2(1H)-carboxylate